C(C1=CC=CC=C1)OC(=O)C=1N(C=CC1)Br bromo-1H-pyrrole-2-carboxylic acid benzyl ester